(1R,2S,5S)-N-{(1S)-1-cyano-2-[(3S)-2-oxopyrrolidin-3-yl]ethyl}-6,6-dimethyl-3-(N-propionyl-L-valyl)-3-azabicyclo[3.1.0]hexane-2-carboxamide C(#N)[C@H](C[C@H]1C(NCC1)=O)NC(=O)[C@@H]1[C@H]2C([C@H]2CN1C([C@@H](NC(CC)=O)C(C)C)=O)(C)C